2-[6-amino-5-[8-[2-[3-[4-(hydroxymethyl)-4-methyl-azepan-1-yl]prop-1-ynyl]-4-pyridyl]-3,8-diazabicyclo[3.2.1]octan-3-yl]pyridazin-3-yl]phenol NC1=C(C=C(N=N1)C1=C(C=CC=C1)O)N1CC2CCC(C1)N2C2=CC(=NC=C2)C#CCN2CCC(CCC2)(C)CO